FC1=C(C(=C(C(=C1[B-](C1=C(C(=C(C(=C1F)F)F)F)F)(C1=C(C(=C(C(=C1F)F)F)F)F)C1=C(C(=C(C(=C1F)F)F)F)F)F)F)F)F.C(C)(C)C1=CC=C(C=C1)[I+]C1=CC=C(C=C1)C (4-isopropylphenyl)(4'-methylphenyl)-iodonium tetrakis(pentafluorophenyl)borate